C(#N)C1=CC(=C(C=N1)OC1=CC(=C2C(=N1)N(C=N2)C)NC2=CC=C(N=N2)C(=O)O)C 6-[5-(6-Cyano-4-methyl-pyridin-3-yloxy)-3-methyl-3H-imidazo[4,5-b]pyridin-7-ylamino]-pyridazine-3-carboxylic acid